FC1=C(C(=CC=C1)OC)C=1C=CC2=CN(N=C2C1)C1CN(C1)C(C=C)=O 1-(3-(6-(2-fluoro-6-methoxyphenyl)-2H-indazol-2-yl)azetidin-1-yl)prop-2-en-1-one